FC(S(=O)(=O)[O-])(F)F.C(CCCCCCCCCCC)N1C=[N+](C=C1)C 1-dodecyl-3-methylimidazolium trifluoromethanesulfonate